Methyl 1-amino-14-chloro-5-isopropyl-8-oxo-5,6,7,8-tetrahydropyrimido[5'',4'':4',5']pyrrolo[2',3':5,6][1,3]diazepino[1,7-a]indole-11-carboxylate NC1=NC=NC2=C1C1=C(CNC(N3C1=C(C=1C=CC(=CC31)C(=O)OC)Cl)=O)N2C(C)C